methyl 7-(2-methoxy-4,6-dimethyl-phenyl)-2-(3-piperidyl)-1,8-naphthyridine-4-carboxylate COC1=C(C(=CC(=C1)C)C)C1=CC=C2C(=CC(=NC2=N1)C1CNCCC1)C(=O)OC